NC1=C2C(=NC=N1)N(N=C2C2=CC=C(C=C2)CNC(C2=C(C=CC(=C2)F)OC)=O)C2CN(C2)C(=O)OC(C)(C)C tert-butyl 3-(4-amino-3-(4-((5-fluoro-2-methoxybenzamido)methyl)phenyl)-1H-pyrazolo[3,4-d]pyrimidin-1-yl)azetidine-1-carboxylate